8-(bicyclo[1.1.1]pentan-1-yl)-6-(difluoromethyl)-2-((1-((1-methyl-1H-pyrazol-3-yl)sulfonyl)piperidin-4-yl)amino)pyrido[2,3-d]pyrimidin-7(8H)-one C12(CC(C1)C2)N2C(C(=CC1=C2N=C(N=C1)NC1CCN(CC1)S(=O)(=O)C1=NN(C=C1)C)C(F)F)=O